BrC=1N=C(SC1)C[C@@H](C(=O)N1N[C@@H](CCC1)C(=O)OC)NC(=O)OC(C)(C)C Methyl (3S)-1-[(2S)-3-(4-bromothiazol-2-yl)-2-(tert-butoxycarbonylamino)-propanoyl]hexahydropyridazine-3-carboxylate